CC1=CC=C(C=C1)C(C)(C)O p-Cymenol